C(C)S(=O)(=O)C1=C(N=C2N1C=CC(=C2)C(F)(F)F)NCC2=NC=C(C=C2C(=O)OC)C(F)(F)F methyl 2-[[[3-ethylsulfonyl-7-(trifluoromethyl)imidazo[1,2-a]pyridin-2-yl]amino]methyl]-5-(trifluoromethyl)pyridine-3-carboxylate